4,4-difluorocyclopentane FC1(CCCC1)F